C(C1=CC=CC=C1)O[C@H]1C[C@H](C1)N1N=C(C=C1CNC(OC(C)(C)C)=O)C(N(C)C)=O tert-butyl ((1-(cis-3-(benzyloxy)cyclobutyl)-3-(dimethylcarbamoyl)-1H-pyrazol-5-yl)methyl)carbamate